2,4-Difluoro-N-(2-methoxy-5-(7-methyl-4-(piperazin-1-yl)quinazolin-6-yl)pyridin-3-yl)benzenesulfonamide trifluoroacetate FC(C(=O)O)(F)F.FC1=C(C=CC(=C1)F)S(=O)(=O)NC=1C(=NC=C(C1)C=1C=C2C(=NC=NC2=CC1C)N1CCNCC1)OC